O1CCN(CC1)C1=NC(=C2C=CC=NC2=C1)OC1CCC(CC1)NC1=NC=C(C=N1)OCC=1OC=CN1 N-((1s,4s)-4-((7-Morpholino-1,6-naphthyridin-5-yl)oxy)cyclohexyl)-5-(oxazol-2-ylmethoxy)pyrimidin-2-amine